O=S1(CCN(CC1)CCOC1=C(C=C2C(=CC=NC2=C1)OC1=C(C=C(C=C1)NC(=O)C1=C2C(=CN(C1=O)C1=CC=C(C=C1)F)CCO2)F)OC)=O N-[4-({7-[2-(1,1-dioxidothiomorpholino)ethoxy]-6-methoxyquinolin-4-yl}oxy)-3-fluorophenyl]-5-(4-fluorophenyl)-6-oxo-2,3,5,6-tetrahydrofuro[3,2-c]pyridine-7-carboxamide